Cl.C(CCCCCCCCCCC)(=O)O laurate hydrochloride